tert-butyl (2R)-2-[[tert-butyl(diphenyl)silyl]oxymethyl]-5-oxo-piperidine-1-carboxylate [Si](C1=CC=CC=C1)(C1=CC=CC=C1)(C(C)(C)C)OC[C@@H]1N(CC(CC1)=O)C(=O)OC(C)(C)C